1,5-diaza-bicyclo(5.4.0)undec-5-ene N12CCCN=CC2CCCC1